FC=1C=2N(C=C(C1)NC(=O)C=1C=CC(=C3N=CC=NC13)N1CCC(CC1)CN(C(OC(C)(C)C)=O)C)C=C(N2)C tert-butyl N-({1-[8-({8-fluoro-2-methylimidazo[1,2-a]pyridin-6-yl}carbamoyl)quinoxalin-5-yl]piperidin-4-yl}methyl)-N-methylcarbamate